C(C)N1N=C2C=CC=CC2=C1C(=O)NC1CCC(CC1)CN1C(N(C2=C1C=CC=C2)C2=CC=C(C=C2)OC)=O 2-ethyl-N-((1r,4r)-4-((3-(4-methoxyphenyl)-2-oxo-2,3-dihydro-1H-benzo[d]imidazol-1-yl)methyl)cyclohexyl)-2H-indazole-3-carboxamide